Cl.BrC1=NC(=CC=C1)C=1N=C(NC1)[C@H]1NC[C@@H](C1)F 2-bromo-6-(2-((2S,4R)-4-fluoropyrrolidin-2-yl)-1H-imidazol-4-yl)pyridine hydrochloride